[Fe].[Cr].[Ni].FC(C=1N=C(SC1)NC(C)=O)(F)F N-(4-(trifluoromethyl)thiazol-2-yl)acetamide nickel-chromium-iron